3-((2-butyramidopyridin-4-yl)methyl)-N-methyl-1,2,3,4,4a,5-hexahydropyrazino[1,2-d]pyrido[2,3-b][1,4]oxazine-8-carboxamide C(CCC)(=O)NC1=NC=CC(=C1)CN1CC2N(C3=C(OC2)N=C(C=C3)C(=O)NC)CC1